CS(=O)(=O)O[C@@H]1CN(CC1)C1=CC(=C(C=C1)C)C(N[C@H](C)C1=CC=CC2=CC=CC=C12)=O [(3S)-1-[4-methyl-3-[[(1R)-1-(1-naphthyl)ethyl]carbamoyl]phenyl]pyrrolidin-3-yl] methanesulfonate